2-(4-chlorobenzyl)-N-(2-methoxybenzyl)-8-methyl-4,5-dihydro-2H-furo[2,3-g]indazole-7-carboxamide ClC1=CC=C(CN2N=C3C4=C(CCC3=C2)OC(=C4C)C(=O)NCC4=C(C=CC=C4)OC)C=C1